C1(CC1)NC(C1=CC(=C(C=C1)C)C=1C=NN(C1)C1=CN=C2N1C=C(C=C2)SC2COC2)=O N-cyclopropyl-4-methyl-3-{1-[6-(oxetan-3-ylsulfanyl)-imidazo[1,2-a]pyridin-3-yl]-1H-pyrazol-4-yl}-benzamide